BrC1=CC=C(C[C@]2(C[C@H](CC2)NS(=O)(=O)C)C(=O)N)C=C1 (1R,3S)-1-(4-bromobenzyl)-3-(methylsulfonamido)cyclopentane-1-carboxamide